C(C=C)(=O)O.C(C=C)(=O)O.C(COCC(=O)O)(=O)O diglycolic acid diacrylate